6-cyclopropyl-2-(piperidin-4-yl)-1,3-benzoxazole C1(CC1)C1=CC2=C(N=C(O2)C2CCNCC2)C=C1